t-butyldimethyl-(pent-4-yn-1-yloxy)silane sodium phosphate hydrogenphosphate P(=O)(O)([O-])O.P(=O)(O)(O)O.[Na+].C(C)(C)(C)[Si](OCCCC#C)(C)C